C1C/C(=C\\C(=O)C(=O)O)/C=CC1O The molecule is a 2-oxo monocarboxylic acid that is pyruvic acid substituted at position 3 by a 4-hydroxycyclohex-2-en-1-ylidene group It is a 2-oxo monocarboxylic acid and a secondary alcohol. It derives from a pyruvic acid. It is a conjugate acid of a 3-(4-hydroxycyclohex-2-en-1-ylidene)pyruvate.